C=1(C(=C(C(=CC1)C)CO)CO)C para-xylenedimethanol